FC1=C(C=CC(=C1I)F)NS(=O)(=O)C1=CSC=C1 N-(2,4-difluoro-3-iodophenyl)thiophene-3-sulfonamide